N[C@]1(CN(CC1)C1=C(C(=C(C=C1)F)CN1CC(C1)C)CN1C2=NC=NC(=C2N=C1)N)C(=O)NC1CC1 (R)-3-amino-1-(2-((6-amino-9H-purin-9-yl)methyl)-4-fluoro-3-((3-methylazetidin-1-yl)methyl)phenyl)-N-cyclopropylpyrrolidine-3-carboxamide